nickel (2-ethylhexyl) butylphosphonate C(CCC)P(OCC(CCCC)CC)([O-])=O.[Ni+2].C(C)C(COP([O-])(=O)CCCC)CCCC